tert-butyl ((2S,3R)-3-amino-2-hydroxy-5-methylhexanoyl)-L-prolinate N[C@@H]([C@@H](C(=O)N1[C@@H](CCC1)C(=O)OC(C)(C)C)O)CC(C)C